FC1=CC=C(C=C1)NC(C(C)C=1C=C2CCCN(C2=CC1)C1CCOCC1)=O N-(4-fluorophenyl)-2-[1-(oxan-4-yl)-1,2,3,4-tetrahydroquinolin-6-yl]propanamide